C(CC(O)(C(=O)O)CC(=O)O)(=O)O.NC1=C2C(=NC=N1)N(N=C2C2=CC=C(C=C2)OC2=CC=CC=C2)C2CCN(CC2)C2CN(C2)C2CN(C2)C=2C=C1C(N(C(C1=CC2)=O)C2C(NC(CC2)=O)=O)=O 5-[3-[3-[4-[4-amino-3-(4-phenoxyphenyl)pyrazolo[3,4-d]pyrimidin-1-yl]-1-piperidyl]azetidin-1-yl]azetidin-1-yl]-2-(2,6-dioxo-3-piperidyl)isoindoline-1,3-dione citrate